[Cl-].[Cl-].C(C1=CC=CC=C1)C(=[Zr+2](C1=C(C(=CC=2C3=CC(=C(C=C3CC12)C)C(C)(C)C)C(C)(C)C)C)C1C=CC=C1)CCCC (benzyl)(n-butyl)methylene(cyclopentadienyl)(2,7-dimethyl-3,6-di-tert-butylfluorenyl)zirconium dichloride